C(#N)C=1C=2CCCC2C(=C2CCCC12)NC(=O)N=[S@](=O)(N)C1=C(N=C(S1)C(C)(C)O)CO (R)-N'-((8-cyano-1,2,3,5,6,7-hexahydro-s-indacen-4-yl)carbamoyl)-4-(hydroxymethyl)-2-(2-hydroxypropan-2-yl)thiazole-5-sulfonimidamide